N-[(1R)-2-[4-(1,3-benzoxazol-2-yl)-5-hydroxy-1-methyl-6-oxopyrimidin-2-yl]-1-phenyl-3,4-dihydro-1H-isoquinolin-7-yl]-N-methylacetamide O1C(=NC2=C1C=CC=C2)C=2N=C(N(C(C2O)=O)C)N2[C@@H](C1=CC(=CC=C1CC2)N(C(C)=O)C)C2=CC=CC=C2